CN1N=NC(=C1NC(OC(C)C=1C(=NC=CC1)F)=O)C1=NC(=C(C=C1)NS(=O)(=O)C)C 1-(2-fluoropyridin-3-yl)ethyl (1-methyl-4-(6-methyl-5-(methylsulfonamido) pyridin-2-yl)-1H-1,2,3-triazol-5-yl)carbamate